C(C)C=1N=C(SC1)[C@H](CC1=CC=C(C=C1)NS(=O)(=O)O)NC(CCC(C(C)C)=O)=O (S)-4-(2-(4-ethylthiazol-2-yl)-2-(5-methyl-4-oxohexanoylamino)ethyl)phenylaminosulfonic acid